1-[5-chloro-6-[5-[6-[4-[2-(2,6-dioxo-3-piperidyl)-1-oxo-isoindolin-5-yl]piperazin-1-yl]-6-oxo-hexyl]-1,2,4-oxadiazol-3-yl]-3-pyridyl]-3-(7-methylpyrazolo[1,5-a]pyrimidin-6-yl)urea ClC=1C=C(C=NC1C1=NOC(=N1)CCCCCC(=O)N1CCN(CC1)C=1C=C2CN(C(C2=CC1)=O)C1C(NC(CC1)=O)=O)NC(=O)NC=1C=NC=2N(C1C)N=CC2